(R)-7-chloro-1-methyl-4-(1-(5-((3-methylmorpholino)methyl)pyrimidin-2-yl)piperidin-4-yl)-1,4-dihydropyrido[2,3-b]pyrazine-2,3-dione ClC1=CC2=C(N(C(C(N2C)=O)=O)C2CCN(CC2)C2=NC=C(C=N2)CN2[C@@H](COCC2)C)N=C1